7-Hydroxy-7-(4-((1-methylpiperidine-4-carbonyl)oxy)butyl)tridecane-1,13-diyl ditetradecanoate C(CCCCCCCCCCCCC)(=O)OCCCCCCC(CCCCCCOC(CCCCCCCCCCCCC)=O)(CCCCOC(=O)C1CCN(CC1)C)O